2-chloro-3-methyl-6,7-dihydropyrrolo[3,4-b]pyridin-5-one ClC1=C(C=C2C(=N1)CNC2=O)C